N,N-dimethylhexadecane-1-amine oxide C[N+](CCCCCCCCCCCCCCCC)(C)[O-]